5-[1,4-Bis-tert-butoxycarbonylmethyl-6-(tert-butoxycarbonylmethyl-amino)-[1,4]diazepan-6-yl]-pentanoic acid methyl ester COC(CCCCC1(CN(CCN(C1)CC(=O)OC(C)(C)C)CC(=O)OC(C)(C)C)NCC(=O)OC(C)(C)C)=O